1-(isoindolin-5-yl)N,N-dimethylmethanamine hydrochloride Cl.C1NCC2=CC(=CC=C12)CN(C)C